N1CCC(CC1)C(N)=S piperidine-4-carbothioamide